ClCC(=O)NC(C)(C)C 2-chloro-N-(1,1-dimethylethyl)acetamide